C[C@H]1C=C(CCN1C(=O)OC(C)(C)C)OS(=O)(=O)C(F)(F)F tert-butyl (6S)-6-methyl-4-[(trifluoromethanesulfonyl) oxy]-3,6-dihydropyridine-1(2H)-carboxylate